1-benzyloxy-3-chloro-2-fluorobenzene C(C1=CC=CC=C1)OC1=C(C(=CC=C1)Cl)F